N1=C(C=CC=C1)SSCCC(=O)NCCCCCC(=O)[O-] 6-[3-[2-pyridyldithio]-propionamido]hexanoate